2,7-dimethylundec-1-ene CC(=C)CCCCC(CCCC)C